N(=[N+]=[N-])CC=1C2=CC=CC3=CC=C4C=CC=C(C1)C4=C32 4-(azidomethyl)pyrene